CN1C(=NC(=C1)C)C=O 1,4-dimethyl-imidazole-2-carbaldehyde